ClC=1C=NC(=NC1)C1CC2(CNC2)C1 6-(5-chloropyrimidin-2-yl)-2-azaspiro[3.3]Heptane